ClC1=C(C=C(N=N1)C1=CN=C2N1C=CC(=C2C(=O)OC)C=2C=NN(C2)CC2=CCCCC2)C methyl 3-(6-chloro-5-methylpyridazin-3-yl)-7-(1-(cyclohexenylmethyl)-1H-pyrazol-4-yl)imidazo[1,2-a]pyridine-8-carboxylate